boc-O-benzyl-L-tyrosine C(=O)(OC(C)(C)C)N[C@@H](CC1=CC=C(C=C1)OCC1=CC=CC=C1)C(=O)O